(E)-2-hydroxy-4-methoxy-6-(4-hydroxystyryl)benzoic acid OC1=C(C(=O)O)C(=CC(=C1)OC)\C=C\C1=CC=C(C=C1)O